O1CCC(CC1)NC(=O)C1=CC=C(S1)C1=CN=C2N1C=C(C=C2)NC(OC(C)(C)C)=O tert-butyl (3-(5-((tetrahydro-2H-pyran-4-yl)carbamoyl)thiophen-2-yl)imidazo[1,2-a]pyridin-6-yl)carbamate